FC1(C[C@H](NC1=O)COC1=NC=C(C2=CC(=C(C=C12)OC(C)C)C(=O)N)C=1C=NN(C1)C1CCC(CC1)OCC)F 1-(((S)-4,4-difluoro-5-oxopyrrolidin-2-yl)methoxy)-4-(1-((1r,4S)-4-ethoxycyclohexyl)-1H-pyrazol-4-yl)-7-isopropoxyisoquinoline-6-carboxamide